FC=1C=C(C=CC1N1CCN(CC1)C1CCCC1)C1(NNC(=N1)N)N 3-(3-fluoro-4-(4-cyclopentylpiperazinyl)phenyl)-1H-1,2,4-triazole-3,5-diamine